C(C)(C)(C)OC(=O)N1CCC(=CC1)C1=C2C(=NN(C2=CC=C1)C=1C(=NC(=CC1)OCC1=CC=CC=C1)OCC1=CC=CC=C1)C 4-(1-(2,6-bis(benzyloxy)pyridin-3-yl)-3-methyl-1H-indazol-4-yl)-3,6-dihydropyridine-1(2H)-carboxylic acid tert-butyl ester